2-methyl-4'-methylthio-2-morpholinopropiophenone CC(C(=O)C1=CC=C(C=C1)SC)(C)N1CCOCC1